3-[5-[3-(3,9-diazaspiro[5.5]undecan-3-yl)azetidin-1-yl]-1-oxo-isoindolin-2-yl]piperidine-2,6-dione C1CN(CCC12CCNCC2)C2CN(C2)C=2C=C1CN(C(C1=CC2)=O)C2C(NC(CC2)=O)=O